The molecule is an icosatrienoic acid with three cis-double bonds at positions 5, 8 and 11. It is a conjugate acid of a (5Z,8Z,11Z)-icosatrienoate. CCCCCCCC/C=C\\C/C=C\\C/C=C\\CCCC(=O)O